2-(2'-xenyl-3',5'-di-pentylphenyl)benzotriazole 3-(((((S)-3-cyclohexyl-1-oxo-1-(((S)-1-oxo-3-((S)-2-oxopyrrolidin-3-yl)propan-2-yl)amino)propan-2-yl)carbamoyl)oxy)methyl)phenyl-acetate C1(CCCCC1)C[C@@H](C(N[C@H](C=O)C[C@H]1C(NCC1)=O)=O)NC(=O)OCC=1C=C(C=CC1)CC(=O)O.C1(=CC=C(C=C1)C1=CC=CC=C1)C(CC=1C=C(C=C(C1)N1N=C2C(=N1)C=CC=C2)CCCCC)CCC